C(C)OB1OO1 epoxyethylboronic acid